C(CC(C)C)C(C(=O)O)(C)C.C(C(C)C)(=O)OCCC(C)C isoamyl isobutyrate (isoamyl isobutyrate)